(2,4-Dimethoxybenzyl)dihydropyrimidine-2,4(1H,3H)-dione COC1=C(CN2C(NC(CC2)=O)=O)C=CC(=C1)OC